2-(4-chloro-1-isopropyl-1H-pyrazol-5-yl)-4-(1-(6-(1-ethyl-4-(trifluoromethyl)-1H-imidazol-2-yl)pyridin-3-yl)ethyl)-6,7-dihydropyrazolo[1,5-a]pyrimidin-5(4H)-one ClC=1C=NN(C1C1=NN2C(N(C(CC2)=O)C(C)C=2C=NC(=CC2)C=2N(C=C(N2)C(F)(F)F)CC)=C1)C(C)C